3-bis(4-methoxyphenyl)methylene-2-indolinone COC1=CC=C(C=C1)C(=C1C(NC2=CC=CC=C12)=O)C1=CC=C(C=C1)OC